(7-(4,4-difluoropiperidin-1-yl)furo[2,3-c]pyridin-5-yl)-4-(2-hydroxyethylsulfonylamino)-2-(6-azaspiro[2.5]oct-6-yl)benzamide FC1(CCN(CC1)C=1N=C(C=C2C1OC=C2)C=2C(=C(C(=O)N)C=CC2NS(=O)(=O)CCO)N2CCC1(CC1)CC2)F